O[C@@H](C)C=1N(C=CN1)CC1=NOC(=C1)C1=CC=C(C=C1)C#CC=1C=CC(=NC1)C(=O)O (S)-5-((4-(3-((2-(1-hydroxyethyl)-1H-imidazol-1-yl)methyl)isoxazol-5-yl)phenyl)ethynyl)picolinic acid